N[C@@H]1CC[C@H](CC1)OC=1C=CC2=C(CC(C=3C(=NC=NC23)N)(C)C)C1N1CC(CC1)OC 8-(trans-4-aminocyclohexoxy)-7-(3-methoxypyrrolidin-1-yl)-5,5-dimethyl-6H-benzo[h]quinazolin-4-amine